BrC1=C(C=C(C(=C1)[N+](=O)[O-])C1CC1)OC1=C(C=C(C=C1)F)F 1-bromo-4-cyclopropyl-2-(2,4-difluorophenoxy)-5-nitrobenzene